C(C)OC(=O)C1=NN(C(=C1)C#N)C 5-cyano-1-methylpyrazole-3-carboxylic acid ethyl ester